tert-butyl (2R,3R,5S)-3-[(tert-butyl-dimethylsilyl)oxy]-5-[(methanesulfonyloxy)methyl]-2-methylpyrrolidine-1-carboxylate [Si](C)(C)(C(C)(C)C)O[C@H]1[C@H](N([C@@H](C1)COS(=O)(=O)C)C(=O)OC(C)(C)C)C